NC1=C(C2=C(C(N(CC2)C(=O)OC(C)(C)C)(C)C)S1)C(=O)OCC 6-(tert-butyl) 3-ethyl 2-amino-7,7-dimethyl-4,7-dihydrothieno[2,3-c]pyridine-3,6(5H)-dicarboxylate